C1(CC1)CN(C1=CC=CC=C1)C1=CC=C(C=N1)C1CN(C1)C(CC[C@H]1NC(OC1)=O)=O (4R)-4-[3-[3-[6-[N-(cyclopropylmethyl)anilino]-3-pyridinyl]azetidin-1-yl]-3-oxo-propyl]oxazolidin-2-one